Cl.NCC(=O)C1=CC(=CC=C1)OC(F)(F)F 2-amino-1-(3-trifluoromethoxyphenyl)ethanone hydrochloride